β-lauryl-aminopropionic acid C(CCCCCCCCCCC)CC(C(=O)O)N